The molecule is a cyclic purine dinucleotide that consists of AMP and GMP units cyclised via 2',5'-linkages. It is an adenyl ribonucleotide, a cyclic purine dinucleotide and a guanyl ribonucleotide. C1[C@@H]2[C@H]([C@H]([C@@H](O2)N3C=NC4=C3N=C(NC4=O)N)OP(=O)(OC[C@@H]5[C@H]([C@H]([C@@H](O5)N6C=NC7=C(N=CN=C76)N)OP(=O)(O1)O)O)O)O